tert-butyl (3S,5S)-3-((6-(4-amino-3-fluoro-phenyl)-8-isopropyl-7-oxo-pteridin-2-yl)amino)-5-fluoro-piperidine-1-carboxylate NC1=C(C=C(C=C1)C1=NC=2C=NC(=NC2N(C1=O)C(C)C)N[C@@H]1CN(C[C@H](C1)F)C(=O)OC(C)(C)C)F